C(C)C1=NC=2N(C(=C1)SC1=CC=C(N)C=C1)N=CN2 4-((5-ethyl-[1,2,4]triazolo[1,5-a]pyrimidine-7-yl)thio)aniline